1-(2,4-dimethoxyphenyl)cyclopropan-1-amine COC1=C(C=CC(=C1)OC)C1(CC1)N